C(C)(=O)O.O=C[C@H](O)[C@@H](O)[C@H](O)[C@H](O)CO glucose acetate